N[C@@H](CCCCN)C(=O)O |r| racemic-(S,R)-lysine